(3S,6S)-N-[(2S)-4-(benzyloxy)-3-oxo-1-[(3S)-2-oxopiperidin-3-yl]butan-2-yl]-1,1-difluoro-5-(4-methoxy-1H-indole-2-carbonyl)-5-azaspiro[2.4]heptane-6-carboxamide C(C1=CC=CC=C1)OCC([C@H](C[C@H]1C(NCCC1)=O)NC(=O)[C@H]1N(C[C@@]2(CC2(F)F)C1)C(=O)C=1NC2=CC=CC(=C2C1)OC)=O